ClC1=CC=2N=CN=C(C2C=N1)N1[C@@H]2CCN([C@@H]2C1)C(=O)OC(C)(C)C tert-butyl (1R,5R)-6-(7-chloropyrido[4,3-d]pyrimidin-4-yl)-2,6-diazabicyclo[3.2.0]heptane-2-carboxylate